ClC=1C=C(C=C2CC(NC12)=O)C=1C(=NN(C1)C)CN(C(OCC1=CC=CC=C1)=O)C[C@@H](C)N(C)C(=O)C1=C(NC(=C1)C)C=O benzyl N-[[4-(7-chloro-2-oxo-indolin-5-yl)-1-methyl-pyrazol-3-yl]methyl]-N-[(2R)-2-[(2-formyl-5-methyl-1H-pyrrole-3-carbonyl)-methyl-amino]propyl]carbamate